(5Z)-2-[(2-Chlorophenyl)amino]-5-(1H-indol-3-ylmethylene)-1,3-thiazol-4(5H)-one ClC1=C(C=CC=C1)NC=1S\C(\C(N1)=O)=C/C1=CNC2=CC=CC=C12